ClC=1C=C(C(=O)NCC2=C3C=NNC3=CC=C2)C=C(C1F)F 3-chloro-4,5-difluoro-N-(1H-indazol-4-ylmethyl)benzamide